C(C)[C@@H]1N(C[C@H](N(C1)C(CC)C1=CC=C2C(=N1)SC(=N2)C)CC)C=2C=1N(N(C(C2)=O)C)C=C(N1)CC#N 2-(8-((2s,5r)-2,5-diethyl-4-(1-(2-methylthiazolo[5,4-b]pyridin-5-yl)propyl)piperazin-1-yl)-5-methyl-6-oxo-5,6-dihydroimidazo[1,2-b]pyridazin-2-yl)acetonitrile